CO\N=C\C1=C(C(=C(C(=C1O)C\C=C(\C=C\[C@@]1([C@H](C(CC[C@H]1C)NC1CC1)C)C)/C)OC)Cl)C (E)-3-chloro-5-((2E,4E)-5-((1R,2R,6R)-3-(cyclopropylamino)-1,2,6-trimethylcyclohexyl)-3-methylpenta-2,4-dien-1-yl)-6-hydroxy-4-methoxy-2-methylbenzaldehyde O-methyloxime